1-(2-((2,3-dimethylphenyl)sulfinyl)phenyl)piperazine CC1=C(C=CC=C1C)S(=O)C1=C(C=CC=C1)N1CCNCC1